(isoquinolin-6-yl)thiazol-2-amine C1=NC=CC2=CC(=CC=C12)C=1N=C(SC1)N